ClC=1C(=NC(=NC1)NC1CCN(CC1)C(=O)C1=CC=C2C=CNC2=C1)C1=CN(C2=CC=CC=C12)S(=O)(=O)C1=CC=CC=C1 (4-((5-chloro-4-(1-benzenesulfonyl-1H-indol-3-yl)pyrimidin-2-yl)amino)piperidin-1-yl)(indol-6-yl)methanone